Methyl 5-[3-(2,2-dimethylpropoxy)-phenyl]-1-(quinolin-8-yl)-1H-pyrazole-3-carboxylate CC(COC=1C=C(C=CC1)C1=CC(=NN1C=1C=CC=C2C=CC=NC12)C(=O)OC)(C)C